N1(CCCC2=CC=CC=C12)S(=O)(=O)[O-].[Na+] Sodium 3,4-dihydroquinoline-1(2H)-sulfonate